OC1=C(C(=O)N)C=C(C=C1OC)N1C=NC(=C1)NC1=NC(=NN2C1=CC=C2)N2[C@@H](CCC2)CO (S)-2-hydroxy-5-(4-((2-(2-(hydroxymethyl)pyrrolidin-1-yl)pyrrolo[2,1-f][1,2,4]triazin-4-yl)amino)-1H-imidazol-1-yl)-3-methoxybenzamide